OC1=C(C=C(C=C1)NC(C1=CC=C(C=C1)SCCC1=CC=C(C=C1)OC)=O)S(=O)(=O)C N-(4-hydroxy-3-(methylsulfonyl)phenyl)-4-((4-methoxyphenylethyl)thio)benzamide